N1=C(N=CC=C1)N Pyrimidinamin